C1(=CC=CC=C1)C=1C(=C(C(=NC1N1C2=CC=C(C=C2C=2C=C(C=CC12)C1=CC=CC=C1)C1=CC=CC=C1)N1C2=CC=C(C=C2C=2C=C(C=CC12)C1=CC=CC=C1)C1=CC=CC=C1)N1C2=CC=C(C=C2C=2C=C(C=CC12)C1=CC=CC=C1)C1=CC=CC=C1)C1=CC=C(C=C1)C=1C=NC=CC1 9,9',9''-(5-phenyl-4-(4-(pyridin-3-yl)phenyl)pyridine-2,3,6-triyl)tris(3,6-diphenyl-9H-carbazole)